ClC=1C(=C(C=C(C1CC1=C(C(=C(C=C1)O)C(C)C)F)Cl)CCC(=O)OC)F methyl 3-(3,5-dichloro-2-fluoro-4-(2-fluoro-4-hydroxy-3-isopropylbenzyl)phenyl)propanoate